lithium imidazole salt N1C=NC=C1.[Li]